5-(N-(4-chloro-3-methoxyphenylethyl)sulfamoyl)-3-methylbenzofuran-2-carboxylic acid ethyl ester C(C)OC(=O)C=1OC2=C(C1C)C=C(C=C2)S(NCCC2=CC(=C(C=C2)Cl)OC)(=O)=O